P([O-])([O-])([O-])=O.[Ca+2].P([O-])([O-])([O-])=O.[Ca+2].[Ca+2] calcium phosphorate